CN(C)CC1(CC1)COC=1N=C(C2=C(N1)CN(CC2)C2=CC(=CC1=CC=C(C(=C21)CC)F)O)N2C[C@@](CCC2)(O)C (R)-1-(2-((1-((dimethylamino)methyl)cyclopropyl)methoxy)-7-(8-ethyl-7-fluoro-3-hydroxynaphthalen-1-yl)-5,6,7,8-tetrahydropyrido[3,4-d]pyrimidin-4-yl)-3-methylpiperidin-3-ol